ClCCC(=O)NC1=C(C(=CC=C1)C)C 3-chloro-N-(2,3-dimethylphenyl)propionamide